IC1=CC=NN1C([2H])([2H])[2H] 5-iodo-1-(2H3)methylpyrazole